6-methyl-2-(trifluoromethyl)quinoline CC=1C=C2C=CC(=NC2=CC1)C(F)(F)F